OCCOC(CCC)(O)C1=CC=CC=C1 Hydroxyethoxyphenylbutanol